C(CCCCC)C(C(C(=O)O)=O)CC.Cl hydrochloric acid hexyl-ketovalerate